C(C)S(=O)(=O)NC1CNCC1 3-(ethylsulfonamido)pyrrolidine